C(CCCC)(=O)OC[C@@H](OC(CCCC)=O)CO 1,2-divaleryl-sn-glycerol